4-bromo-3-ethyl-3-hydroxy-1H-pyrrolo[2,3-b]pyridin-2-one BrC1=C2C(=NC=C1)NC(C2(O)CC)=O